CC1=CC=C(C2=CC=CC=C12)C=1C2=CC=CC=C2C(=C2C=CC(=CC12)C1=CC=CC2=CC=CC=C12)C1=CC=CC=C1 9-(4-methyl-1-naphthyl)-2-(1-naphthyl)-10-phenylanthracene